3-amino-3-[(3-hydroxy-1-oxo-1-propoxybutan-2-yl)carbamoyl]propionic acid NC(CC(=O)O)C(NC(C(OCCC)=O)C(C)O)=O